Methyl 4-((1H-pyrazol-1-yl)methyl)-2,5-dimethoxybenzoate N1(N=CC=C1)CC1=CC(=C(C(=O)OC)C=C1OC)OC